Cl.O1CCNCC(C1)CO (1,4-oxazepan-6-yl)methanol hydrochloride